4-[[5-(2,3-Dihydrothieno[3,4-b][1,4]dioxin-5-yl)tetrazol-2-yl]methyl]-3,5-difluorobenzol O1C=2C(OCC1)=C(SC2)C=2N=NN(N2)CC2=C(C=CC=C2F)F